(R)-N-(4-(4-((5-(3-amino-piperidin-1-yl)pyridin-2-yl)amino)-5-oxo-5,6-dihydro-1,6-naphthyridin-2-yl)-3-fluorophenyl)cyclohexane-carboxamide N[C@H]1CN(CCC1)C=1C=CC(=NC1)NC1=CC(=NC=2C=CNC(C12)=O)C1=C(C=C(C=C1)NC(=O)C1CCCCC1)F